4,4'-(ethane-1,2-diylbis(oxy))bis(4-oxo-butyric acid) C(COC(CCC(=O)O)=O)OC(CCC(=O)O)=O